C(C1=CC=CC=C1)(=O)OC1[C@H](OC(C2=CC=CC=C2)=O)[C@@H](OC(C2=CC=CC=C2)=O)[C@H](O[C@H]2[C@H](OC(C3=CC=CC=C3)=O)[C@@H](OC(C3=CC=CC=C3)=O)[C@@H](OC(C3=CC=CC=C3)=O)[C@H](O2)COC(C2=CC=CC=C2)=O)[C@H](O1)COC(C1=CC=CC=C1)=O α,β-Lactose Octabenzoate